(R)-N-(1-(4-((4-cyclopropyl-1,5-naphthyridin-3-yl)amino)phenyl)ethyl)-N-methyltetrahydro-2H-thiopyran-4-carboxamide 1,1-dioxide C1(CC1)C1=C(C=NC2=CC=CN=C12)NC1=CC=C(C=C1)[C@@H](C)N(C(=O)C1CCS(CC1)(=O)=O)C